CC=1SC=2N=C3NCCC3C(C2C1)=O 5-methyl-4-thia-2,12-diazatricyclo[7.3.0.03,7]dodeca-1,3(7),5-triene-8-one